ClC1=CC=2OCCN(C2C=N1)[2H] 7-Chloro-3,4-dihydro-2H-pyrido[4,3-b][1,4]oxazine-4-d